methyl 3-(9-((4-(aminomethyl)-2,6-dimethylphenyl)carbamoyl)-4,5-dihydrobenzo[b]thieno[2,3-d]oxepin-8-yl)-6-(2-azaspiro[4.4]nonane-2-carbonyl)picolinate NCC1=CC(=C(C(=C1)C)NC(=O)C1=CC2=C(OCCC3=C2SC=C3)C=C1C=1C(=NC(=CC1)C(=O)N1CC3(CC1)CCCC3)C(=O)OC)C